1-((4-(5-(3-cyano-4-isopropyloxyphenyl)-1,2,4-oxadiazol-3-yl)naphthalen-1-yl)methyl)pyrrolidin-3-sulfonic acid C(#N)C=1C=C(C=CC1OC(C)C)C1=NC(=NO1)C1=CC=C(C2=CC=CC=C12)CN1CC(CC1)S(=O)(=O)O